C(C)(=O)N1[C@H](C[C@H](C2=CC(=CC=C12)C1=CC=C(C(=O)NCCCCCNC(=O)C2CN(CC(C2)C=2C=C(C=CC2)C)C(=O)OC(C)(C)C)C=C1)NC1=CC=C(C=C1)Cl)C tert-butyl 3-((5-(4-((2S,4R)-1-acetyl-4-((4-chlorophenyl)amino)-2-methyl-1,2,3,4-tetrahydroquinolin-6-yl)benzamido)pentyl)carbamoyl)-5-(m-tolyl)piperidine-1-carboxylate